4-(2-{[(2R,7aS)-2-fluoro-hexahydro-1H-pyrrolizin-7a-yl]methoxy}-4-{3,8-diazabicyclo[3.2.1]octan-3-yl}-8-fluoropyrido[4,3-d]pyrimidin-7-yl)-6-chloro-5-methyl-1H-indazole F[C@@H]1C[C@@]2(CCCN2C1)COC=1N=C(C2=C(N1)C(=C(N=C2)C2=C1C=NNC1=CC(=C2C)Cl)F)N2CC1CCC(C2)N1